N[C@H]1[C@@H]2N(C[C@H]1CC2)C(=O)C2=CC1=C(N(C(=N1)C=1N(C3=C(C=CC=C3C1)NC=1C=NN(C1)C)CC1CC1)C)C(=C2)OC ((1R,4R,7R)-7-amino-2-azabicyclo[2.2.1]heptan-2-yl)(2-(1-(cyclopropylmethyl)-7-((1-methyl-1H-pyrazol-4-yl)amino)-1H-indol-2-yl)-7-methoxy-1-methyl-1H-benzo[d]imidazol-5-yl)methanone